1-[trans-4-cyanotetrahydro-2H-pyran-3-yl]-3-[(1-hydroxy-3,4-dihydro-2,1-benzoxaborole-7-yl)amino]pyrazole-4-carboxamide C(#N)[C@H]1[C@@H](COCC1)N1N=C(C(=C1)C(=O)N)NC=1C=CCC2COB(C21)O